methyl 2,5-dioxa-2,5-dihydro-1H-pyrrole-1-carboxylate N1(OC=CO1)C(=O)OC